C1(=CC=CC=C1)NNP(=S)(C1=CC=CC=C1)C1=CC=CC=C1 N',P,P-Triphenylphosphinothioic hydrazide